NC=1C2=C(N(CN1)C1CCN3C=NC=C31)N=C(C=C2)C2CC2 4-amino-7-cyclopropyl-1-(6,7-dihydro-5H-pyrrolo[1,2-c]imidazol-7-yl)pyrido[2,3-d]pyrimidin